4-[[2-methoxypropyl]-[4-(5,6,7,8-tetrahydro-1,8-naphthyridin-2-yl)butyl]amino]-2-[[2-(1-methylcyclopentyl)acetyl]amino]butanoic acid COC(CN(CCC(C(=O)O)NC(CC1(CCCC1)C)=O)CCCCC1=NC=2NCCCC2C=C1)C